O1CCC(=CC1)C=1C2=C(C(=NC1)OC)N=C(S2)NC(=O)C2=CC=C(C(=O)O)C=C2 4-{[7-(3,6-dihydro-2H-pyran-4-yl)-4-methoxy-[1,3]thiazolo[4,5-c]pyridin-2-yl]carbamoyl}benzoic acid